C(C)(C)(C)OC(N(C)CCOC1=CC(=C(C=C1)C)C(NC1(CC1)C1=CC=CC2=CC(=CC=C12)F)=O)=O tert-Butyl(2-(3-((1-(6-fluoronaphthalen-1-yl)cyclopropyl)carbamoyl)-4-methylphenoxy)ethyl)(methyl)carbamate